C1(CC1)[C@H](CP(O)(=O)C)C1=CC(=CC=C1)OCC1CCC(CC1)C1=C(C=CC(=C1)OC)C(F)F ((S)-2-cyclopropyl-2-(3-(((1r,4S)-4-(2-(difluoromethyl)-5-methoxyphenyl)cyclohexyl)methoxy)phenyl)ethyl)(methyl)phosphinic acid